[Zn].[Cr].[Ni].[Co].FC1=C(C(=CC=C1)C1=NC=CC=N1)C(=O)N1CC2CNCC2C1 (2-fluoro-6-(pyrimidin-2-yl)phenyl)((3R,6S)-hexahydropyrrolo[3,4-c]pyrrol-2(1H)-yl)methanone cobalt nickel chromium zinc